FC(C(F)(F)F)(C1=NC=C(C=C1)B(O)O)F 2-pentafluoroethylpyridine-5-boronic acid